2-methyl-4'-(trifluoromethoxy)-[1,1'-biphenyl]-3-formic acid CC1=C(C=CC=C1C(=O)O)C1=CC=C(C=C1)OC(F)(F)F